6-(4-chlorophenyl)-N-(1-(methylcarbamoyl)-4-(hydroxymethyl)piperidin-4-yl)-2-(1-methyl-1H-pyrazol-4-yl)-3-oxo-2,3-dihydropyridazine-4-carboxamide ClC1=CC=C(C=C1)C=1C=C(C(N(N1)C=1C=NN(C1)C)=O)C(=O)NC1(CCN(CC1)C(NC)=O)CO